2,2'-dihydroxy-2,2'-dimethyl-1,1'-[methylenebis(4,1-phenylene)]bis(propane-1-one) OC(C(=O)C1=CC=C(C=C1)CC1=CC=C(C=C1)C(C(C)(C)O)=O)(C)C